(5-(4-(benzyloxy)-3-chlorophenyl)-1,2,4-oxadiazol-3-yl)-1H-indole-5-carbaldehyde C(C1=CC=CC=C1)OC1=C(C=C(C=C1)C1=NC(=NO1)N1C=CC2=CC(=CC=C12)C=O)Cl